sodium decanesulfonic acid salt C(CCCCCCCCC)S(=O)(=O)[O-].[Na+]